ClC1=CC(=C(C=C1)C1(OC2=C(O1)C=CC=C2C2CCN(CC2)CC=2N(C(=CN2)/C=C/C(=O)OCC)CCNC)C)F ethyl (E)-3-(2-((4-(2-(4-chloro-2-fluorophenyl)-2-methylbenzo[d][1,3]dioxol-4-yl)piperidin-1-yl)methyl)-1-(2-(methylamino)ethyl)-1H-imidazol-5-yl)acrylate